β-glycidoxypropylmethyl-dibutoxysilane C(C1CO1)OC(C[Si](OCCCC)(OCCCC)C)C